CC1=C(C(=CC=C1)C)\C=C\1/CCCC(C1=O)(C1=CC=CC=C1)C (6E)-6-[(2,6-dimethylphenyl)methylene]-2-methyl-2-phenyl-cyclohexanone